BrC1=CC=CC(=N1)NC(OC(C)(C)C)=O tert-butyl 6-bromopyridin-2-ylcarbamate